4-{3-[(2S)-2-amino-2-carboxyethyl]-1H-indol-1-yl}benzoic acid N[C@@H](CC1=CN(C2=CC=CC=C12)C1=CC=C(C(=O)O)C=C1)C(=O)O